N1=CC(=NC2=CC=CC=C12)C(=O)O 3-quinoxaline-carboxylic acid